2-(4-(3-isopropyl-2-(5-methoxy-2-methylimidazo[1,2-a]pyridin-7-yl)-1H-indol-5-yl)piperidin-1-yl)-N-methylacetamide C(C)(C)C1=C(NC2=CC=C(C=C12)C1CCN(CC1)CC(=O)NC)C1=CC=2N(C(=C1)OC)C=C(N2)C